2-((1R)-7-(3-fluorophenoxy)-1-methyl-6-(((S or R)-tetrahydro-2H-pyran-2-yl)methoxy)-1,2,3,4-tetrahydroisoquinolin-1-yl)-N-(thiazol-2-yl)acetamide FC=1C=C(OC2=C(C=C3CCN[C@](C3=C2)(C)CC(=O)NC=2SC=CN2)OC[C@H]2OCCCC2)C=CC1 |o1:27|